tert-butyl (4-amino-2-chlorophenyl)(cyclopropylmethyl)carbamate NC1=CC(=C(C=C1)N(C(OC(C)(C)C)=O)CC1CC1)Cl